N-[4-(cyclopropylmethoxy)-3-sulfamoylphenyl]-2-phenylacetamide C1(CC1)COC1=C(C=C(C=C1)NC(CC1=CC=CC=C1)=O)S(N)(=O)=O